10-amino-[-]-decanal NCCCCCCCCCC=O